Cyanomethylphenyl-MenthanCarboxamid C(#N)CC1C(CCC(C1C(=O)N)C(C)C)(C)C1=CC=CC=C1